4-[(3-amino-2-hydroxypropyl)amino]benzamide NCC(CNC1=CC=C(C(=O)N)C=C1)O